ethyl 4-amino-6-chloro-5-cyano-pyridine-3-carboxylate NC1=C(C=NC(=C1C#N)Cl)C(=O)OCC